C(CCC)OC(=C(C(=O)O)C)OCCCC.C(CCC)O[SiH](OCCCC)C(=C(C(=O)O)C)CCC.C(C(=C)C)(=O)OCCC[SiH](OCC)OCC diethoxysilylpropyl methacrylate dibutoxysilyl-propyl-methacrylate dibutoxymethacrylate